5-(2-(6-chloro-1H-indol-3-yl)acetyl)-2-(3-phenyl-1H-pyrazole-5-carbonyl)octahydro-1H-pyrrolo[3,4-c]pyridine-7-carboxylic acid ethyl ester C(C)OC(=O)C1C2C(CN(C1)C(CC1=CNC3=CC(=CC=C13)Cl)=O)CN(C2)C(=O)C2=CC(=NN2)C2=CC=CC=C2